CC(CCCCCCCCCCCCC(CO)O)CCCCCC 15-methyl-heneicosane-1,2-diol